C1(=CC=CC=C1)S(=O)(=O)O.COC Dimethyl Ether Benzenesulfonate